tert-butyl 3-((tert-butoxycarbonyl)(5-cyanopyrazin-2-yl)amino)-5-(4,4,5,5-tetramethyl-1,3,2-dioxaborolan-2-yl)-1H-pyrazole-1-carboxylate C(C)(C)(C)OC(=O)N(C1=NN(C(=C1)B1OC(C(O1)(C)C)(C)C)C(=O)OC(C)(C)C)C1=NC=C(N=C1)C#N